(R,Z)-N-(4-((4-(3-acetamidophenoxy)-2-methoxy-5-methylphenyl)amino)-7-methoxyquinazolin-6-yl)-2-fluoro-3-(1-methylpyrrolidin-2-yl)acrylamide C(C)(=O)NC=1C=C(OC2=CC(=C(C=C2C)NC2=NC=NC3=CC(=C(C=C23)NC(/C(=C/[C@@H]2N(CCC2)C)/F)=O)OC)OC)C=CC1